(R)-N-((5-(1-methylpiperidin-4-yl)pyridin-2-yl)methyl)-N-phenylazetidine-2-carboxamide TFA salt OC(=O)C(F)(F)F.CN1CCC(CC1)C=1C=CC(=NC1)CN(C(=O)[C@@H]1NCC1)C1=CC=CC=C1